(2R,3R,4R,5R)-5-(2-amino-6-(methylamino)-9H-purin-9-yl)-2-((2-cyclohexylacetoxy)methyl)-4-fluoro-4-methyltetrahydrofuran-3-yl 3-methylbutanoate CC(CC(=O)O[C@@H]1[C@H](O[C@H]([C@]1(C)F)N1C2=NC(=NC(=C2N=C1)NC)N)COC(CC1CCCCC1)=O)C